2-(3-methyl-2-oxo-2,3-dihydro-1H-indol-3-yl)acetic acid CC1(C(NC2=CC=CC=C12)=O)CC(=O)O